6-(4-chlorophenyl)piperidine-2-thione ClC1=CC=C(C=C1)C1CCCC(N1)=S